(2-((t-butoxycarbonyl)(methyl)amino)-3-chloropyridin-4-yl)boronic acid C(C)(C)(C)OC(=O)N(C1=NC=CC(=C1Cl)B(O)O)C